5-chloro-4-chloro-7H-pyrrolo[2,3-d]pyrimidine ClC1=CNC=2N=CN=C(C21)Cl